C1(=CC=CC=C1)N1C(CCOC12C=CC(C=C2)=O)=O 5-phenyl-1-oxa-5-azaspiro[5.5]undec-7,10-diene-4,9-dione